ClC=1C=CC(=NC1)C(=O)N1CC(CC1)C1=C(C=C(C=C1)C1=C(C=C(C=C1)C)CC)CO (5-chloropyridin-2-yl)(3-(2'-ethyl-3-(hydroxymethyl)-4'-methylbiphenyl-4-yl)pyrrolidin-1-yl)methanone